CC(=O)N[C@H]([C@H]([C@@H]([C@@H](CO)O)O)O)C(=O)[O-] The molecule is a monocarboxylic acid anion resulting from deprotonation of the carboxy group of N-acetyl-D-glucosaminic acid; major species at pH 7.3. It is a carbohydrate acid derivative anion and a monocarboxylic acid anion. It derives from a D-gluconate. It is a conjugate base of a N-acetyl-D-glucosaminic acid.